ClC=1C(=C2C(=NC1C)CN(C2)C(=O)[C@H]2CN(CC2)C=2C=NC=C(C2)OC)C (3-chloro-2,4-dimethyl-5,7-dihydropyrrolo[3,4-b]pyridin-6-yl)-[(3R)-1-(5-methoxy-3-pyridinyl)pyrrolidin-3-yl]methanone